octadecyl-aminodimethyl-triethoxysilyl-propyl-ammonium chloride [Cl-].C(CCCCCCCCCCCCCCCCC)C(CC[N+]([Si](OCC)(OCC)OCC)(C)C)N